Benzyl (6R)-6-{[7-chloro-2-(1-methyl-1H-pyrazol-4-yl) [1,2,4]triazolo[1,5-c]quinazolin-5-yl] amino}-5-oxo-1,4-diazepan-1-carboxylate ClC1=CC=CC=2C=3N(C(=NC12)N[C@H]1C(NCCN(C1)C(=O)OCC1=CC=CC=C1)=O)N=C(N3)C=3C=NN(C3)C